ClC1=NC=C(C=N1)CC1=COC=C1 2-chloro-5-(furan-3-ylmethyl)pyrimidine